2-[(S)-1-(4-fluorophenyl)ethyl]-N6-(pyrazin-2-yl)-4-(1,4-dioxa-8-azaspiro[4.5]decane-8-yl)pyridine-2,6-diamine FC1=CC=C(C=C1)[C@H](C)C1(NC(=CC(=C1)N1CCC2(OCCO2)CC1)NC1=NC=CN=C1)N